ClC1=C(C=CC(=C1)Cl)I 2,4-dichloro-1-iodo-benzene